COC1=C(C=CC2=CC=C(C=C2)C2=CC=C(C=C2)C=CC2=C(C=CC=C2)OC)C=CC=C1 4,4'-bis(2-methoxystyryl)biphenyl